FC(C1=CC=C2C3=C(NC2=C1)CC1N(CC3)CCC1)(F)F 9-(trifluoromethyl)-1,2,3,5,6,11,12,12a-octahydropyrrolo[1',2':1,2]azepino[4,5-b]indole